N-(3-(2-chloro-3-(3-(4-hydroxy-2-oxopyrrolidin-1-yl)propoxy)phenyl)anilino)benzisothiazol ClC1=C(C=CC=C1OCCCN1C(CC(C1)O)=O)C=1C=C(NN2SC3=C(C2)C=CC=C3)C=CC1